ClCC1=CC2=C(NC(N(C2=O)CC)=O)S1 6-(chloromethyl)-3-ethylthieno[2,3-d]pyrimidine-2,4(1H,3H)-dione